O[C@@H]1[C@H]([C@H](O[C@@H]([C@@H]1O)COC)CCC)NC1=NC=CC(=N1)OCCOCCOCCNC(OC(C)(C)C)=O tert-butyl (2-(2-(2-((2-(((2R,3R,4R,5R,6R)-4,5-dihydroxy-6-(methoxymethyl)-2-propyltetrahydro-2H-pyran-3-yl)amino)pyrimidin-4-yl)oxy)ethoxy)ethoxy)ethyl)carbamate